N=S=P([O-])([O-])[O-] iminothiophosphorate